4'-Vinyl-5'-O-(2-oxido-4H-1,3,2-benzodioxaphosphorin-2-yl)-cytidin C(=C)[C@]1([C@H]([C@H]([C@@H](O1)N1C(=O)N=C(N)C=C1)O)O)COP1(OC2=C(CO1)C=CC=C2)=O